NC1=NC=C(C=C1C(=O)N[C@@H]1[C@H](CCC1)OCC1=CC=C(C=C1)B(O)O)C=1C=NN(C1)C [4-({[(1S,2S)-2-{[2-amino-5-(1-methyl-1H-pyrazol-4-yl)pyridine-3-carbonyl]amino}cyclopentyl]oxy}methyl)phenyl]boronic acid